FC(CN1N=CC=2C1=NC(=CN2)N2CCC1(CCC(C1)OC1=NC=CC(=C1)C(F)(F)F)CC2)F 8-(1-(2,2-difluoroethyl)-1H-pyrazolo[3,4-b]pyrazin-6-yl)-2-((4-(trifluoromethyl)pyridin-2-yl)oxy)-8-azaspiro[4.5]decane